N1=C(C=CC=C1)CNC(C1=CN=CC=C1)=O N-picolylnicotinamide